FC1=NC=C(C=C1)B(O)O 2-fluoropyridine-5-boronic acid